CN(C1(CCC2(CN(C(N2)=O)CC2=CC(=NC=C2)N2CCNCC2)CC1)C1=CC=CC=C1)C 8-(dimethylamino)-8-phenyl-3-((2-(piperazin-1-yl)pyridin-4-yl)methyl)-1,3-diazaspiro[4.5]Decan-2-one